N1=C(C=CC=C1)N[C@@H](C)C(=O)O L-2-pyridylalanine